tert-butyl 3-(5-(1-aminoisoquinolin-5-yl)-3-((2-(2-ethoxy-2-oxoethyl)phenoxy)methyl)-1H-indazol-1-yl)azetidine-1-carboxylate NC1=NC=CC2=C(C=CC=C12)C=1C=C2C(=NN(C2=CC1)C1CN(C1)C(=O)OC(C)(C)C)COC1=C(C=CC=C1)CC(=O)OCC